FC=1C=C(CNC(N)=O)C=C(C1F)F 3-(3,4,5-trifluorobenzyl)urea